ClC=1C(=NC(=C(C(=O)NC2=CC(=C(C=C2)F)C(N)=NO)C1)N1CCC(CCC1)(F)F)N(C)C 5-chloro-2-(4,4-difluoroazepan-1-yl)-6-(dimethylamino)-N-(4-fluoro-3-(N'-hydroxycarbamimidoyl)phenyl)nicotinamide